FC(OC1=CC=C(OC2CC(C2)NC(O)=O)C=C1)F ((1r,3r)-3-(4-(difluoromethoxy)phenoxy)cyclobutyl)carbamic acid